1-[(isopropoxycarbonyl)oxy]ethyl-(2R,3R,4S)-4-(benzo[d][1,3]dioxolane-5-yl)-1-[2-(dibutylamino)-2-oxoethyl]-2-(4-methoxyphenyl)pyrrolidine-3-carboxylate C(C)(C)OC(=O)OC(C)OC(=O)[C@H]1[C@@H](N(C[C@@H]1C1=CC2=C(OCO2)C=C1)CC(=O)N(CCCC)CCCC)C1=CC=C(C=C1)OC